N(=[N+]=[N-])[C@@H]1[C@H]([C@@H](SC=2C=NC=C(C2)Cl)O[C@@H]([C@@H]1O)CO)OC 5-chloropyridin-3-yl 3-azido-3-deoxy-2-O-methyl-1-thio-α-D-galactopyranoside